C(C)(=O)OCC1C(N2C([C@H]([C@H]2SC1)NC(CCCC[C@@H](C(=O)[O-])NC(CN)=O)=O)=O)C(=O)[O-] (6r,7r)-3-[(acetyloxy)methyl]-7-{[(6s)-6-(glycylamino)-7-oxido-7-oxoheptanoyl] amino}-8-oxo-5-thia-1-azabicyclo[4.2.0]octane-2-carboxylate